ClC=1C(=C(C(=O)O\N=C(\C)/SC)C(=CC1)Cl)OC (Z)-Methyl N-(3,6-dichloro-2-methoxybenzoyl)oxyethanimidothioate